N1C(N=CC=C1)=[Se] pyrimidineselon